C1(CC1)C=1N(C=CN1)CC1=CC=C(C=C1)C=1N=C(SC1S(=O)(=O)NC(OCCCC)=O)CCC butyl ((4-(4-((2-cyclopropyl-1H-imidazol-1-yl)methyl)phenyl)-2-propylthiazol-5-yl)sulfonyl)carbamate